4-(1-cyclopropyl-2-oxo-5-phenyl-1,2-dihydropyridin-4-yl)-2-(2-fluorophenyl)-6-methyl-1,6-dihydro-7H-pyrrolo[2,3-c]pyridin-7-one C1(CC1)N1C(C=C(C(=C1)C1=CC=CC=C1)C=1C2=C(C(N(C1)C)=O)NC(=C2)C2=C(C=CC=C2)F)=O